C1(C=CCCC1)OC1=C(C=CC=C1)[N+]#N 2-(2-Cyclohexenyloxy)phenyl-diazonium